CC=1C(=NC=CC1)S(=O)(=O)NC=1C=CC=C2CCN(CC12)C(=O)OC(C)(C)C tert-Butyl 8-(3-methylpyridine-2-sulfonamido)-3,4-dihydroisoquinoline-2(1H)-carboxylate